C(C)S=C(O[C@@H]1[C@H](O[C@H]([C@H]1F)N1C=C(C2=C1N=CN=C2N)I)CO[Si](C)(C)C(C)(C)C)[O-] O-((2R,3R,4S,5R)-5-(4-amino-5-iodo-7H-pyrrolo[2,3-d]pyrimidin-7-yl)-2-(((tert-butyldimethylsilyl) oxy) methyl)-4-fluorotetrahydrofuran-3-yl) S-ethylthiocarbonate